4-Ethoxyformylthiazole C(C)OC(=O)C=1N=CSC1